FC=1C(=NC(N(C1)[C@@H]1CS[C@@H](O1)CO)=O)NC(OCCC)=O propyl (5-fluoro-1-((2R,5S)-2-(hydroxymethyl)-1,3-oxathiolan-5-yl)-2-oxo-1,2-dihydropyrimidin-4-yl)carbamate